propoxypentaerythritol tetraacrylate C(C=C)(=O)OC(C(COC(C=C)=O)(COC(C=C)=O)COC(C=C)=O)OCCC